N1(N=CC=C1)C=1C=C(C=NC1)B(O)O (5-(1H-pyrazol-1-yl)pyridin-3-yl)boronic acid